ClC1=NC2=CC(=CC=C2C(=C1)O)OC chloro-7-methoxyquinolin-4-ol